(S)-N-(6-(4-(1-amino-1-oxopropan-2-yl)piperazin-1-yl)-2,2-dimethyl-2,3-dihydrobenzofuran-5-yl)pyrazolo[1,5-a]pyrimidine-3-carboxamide NC([C@H](C)N1CCN(CC1)C1=CC2=C(CC(O2)(C)C)C=C1NC(=O)C=1C=NN2C1N=CC=C2)=O